OC1=C(C=CC(=C1)OCC(COCCCCCCCCCCCC)O)C1=NC(=NC(=N1)C1=C(C=C(C=C1)C)C)C1=C(C=C(C=C1)C)C 2-[2-hydroxy-4-(2-hydroxy-3-dodecyloxypropoxy)phenyl]-4,6-bis(2,4-dimethyl-phenyl)-1,3,5-tri-azine